(1S,5R)-3-benzyl-1-(1H-1,2,4-triazol-3-yl)-5-(trifluoromethyl)-3-azabicyclo[3.1.0]hexane C(C1=CC=CC=C1)N1C[C@@]2(C[C@@]2(C1)C(F)(F)F)C1=NNC=N1